6-(2,4-dimethyl-1,3-thiazol-5-yl)-2-[(1-pyrimidin-2-ylpiperidin-4-yl)methyl]pyridazin-3-one CC=1SC(=C(N1)C)C=1C=CC(N(N1)CC1CCN(CC1)C1=NC=CC=N1)=O